N-[2,5-difluoro-4-(trifluoromethyl)phenyl]-5-(2-fluoro-3-methoxy-phenyl)-1H-pyrrole-3-sulfonamide FC1=C(C=C(C(=C1)C(F)(F)F)F)NS(=O)(=O)C1=CNC(=C1)C1=C(C(=CC=C1)OC)F